dimethyl-lambda5-phosphanone CP(=O)C